OC1=C(C=C(C=C1)/C=C/C(=O)N1CCN(CC1)S(=O)(=O)C1=CC(=CC=C1)OC)OC (E)-3-(4-hydroxy-3-methoxyphenyl)-1-(4-((3-methoxyphenyl)sulfonyl)piperazin-1-yl)prop-2-en-1-one